N-ethyl-5-fluoro-2-[6-({1-[(3R)-6-[4-(2-hydroxyethyl)piperazin-1-yl]-2-methylhexan-3-yl]azetidin-3-yl}methyl)-4-methylpyrrolo[1,2-a]pyrazin-8-yl]-N-(isopropyl)benzamide C(C)N(C(C1=C(C=CC(=C1)F)C=1C=C(N2C1C=NC=C2C)CC2CN(C2)[C@@H](C(C)C)CCCN2CCN(CC2)CCO)=O)C(C)C